C1(CC1)[C@]1(C(N(C[C@H]1C)C=1C=2N(N=CC1)C=C(C2)C=2C=NN(C2C)C)=O)C#N (3R,4S)-3-cyclopropyl-1-[6-(1,5-dimethylpyrazol-4-yl)pyrrolo[1,2-b]pyridazin-4-yl]-4-methyl-2-oxopyrrolidine-3-carbonitrile